ClC1=C2C(=C(C(NC2=CC=N1)=O)CC(=O)OC)C Methyl 2-(5-chloro-4-methyl-2-oxo-1,2-dihydro-1,6-naphthyridin-3-yl)acetate